5-(2-(azepan-1-yl)ethyl)-2,3-dihydrobenzo[b][1,4]thiazepin-4(5H)-one N1(CCCCCC1)CCN1C2=C(SCCC1=O)C=CC=C2